Cl.FC1(CC12CN(CC2)C(=O)C=2C=C1C(CN(C(C1=CC2)=O)C[C@H]([C@H]2NCC1=CC=CC=C1C2)O)(C)C)F 6-(1,1-difluoro-5-azaspiro[2.4]heptane-5-carbonyl)-2-((R)-2-hydroxy-2-((S)-1,2,3,4-tetrahydroisoquinolin-3-yl)ethyl)-4,4-dimethyl-3,4-dihydroisoquinolin-1(2H)-one hydrochloride